COC1=CC=C(C=C(C(=O)OCC(CCCC)CC)C(=O)OCC(CCCC)CC)C=C1 di(2-ethylhexyl) 4-methoxy-benzalmalonate